NC=1N=CN(C(C1C(=O)NC=1C=C(C=C(C1)F)C1N(CCCC1)C(=O)OC(C)(C)C)=O)C1=C(C=C(C=C1Cl)OC)Cl tert-butyl 2-(3-(4-amino-1-(2,6-dichloro-4-methoxyphenyl)-6-oxo-1,6-dihydropyrimidine-5-carboxamido)-5-fluorophenyl)piperidine-1-carboxylate